C1=CC=C(C=C1)N=NC2=CC=C(C=C2)C(=O)Cl p-phenylazobenzoyl chloride